NCC1CCCC(N1)=O 6-(aminomethyl)piperidine-2-one